N-(4-Aminophenyl)-2-chloro-N-(2-oxo-2-(phenethylamino)-1-(thiophen-2-yl)-ethyl)acetamide NC1=CC=C(C=C1)N(C(CCl)=O)C(C(NCCC1=CC=CC=C1)=O)C=1SC=CC1